(S)-4-hydroxy-2-(3-methyl-2,6-dioxopiperidin-3-yl)isoindoline-1,3-dione OC1=C2C(N(C(C2=CC=C1)=O)[C@@]1(C(NC(CC1)=O)=O)C)=O